4-Ethyl-1-(7-fluoro-2-(2-hydroxy-3-methylpyridin-4-yl)-4-isopropylquinolin-6-yl)-3-(hydroxymethyl)-1H-1,2,4-triazol-5(4H)-one C(C)N1C(=NN(C1=O)C=1C=C2C(=CC(=NC2=CC1F)C1=C(C(=NC=C1)O)C)C(C)C)CO